N(=[N+]=[N-])CCCC[C@@H](C(=O)NCOCC(=O)O)NC(=O)OCC1C2=CC=CC=C2C=2C=CC=CC12 2-{[(2S)-6-azido-2-({[(9H-fluoren-9-yl)methoxy]carbonyl}amino)hexanamido]methoxy}acetic acid